CN(S(=O)(=O)C1=CC=C(C=C1)NC(NCC=1C=NC=CC1)=O)CC(C)C 3-{4-[methyl(2-methylpropyl)sulfamoyl]phenyl}-1-(pyridin-3-ylmethyl)urea